ClC=1C=C(OC=2C=CC(=NC2)NC(=O)C2=NN(C(CC2)=O)C)C=CC1 N-(5-(3-chlorophenoxy)pyridin-2-yl)-1-methyl-6-oxo-1,4,5,6-tetrahydropyridazine-3-carboxamide